N1C2=C(N=CC1=O)SC=C2 thieno[2,3-b]pyrazin-2(1H)-one